2-(trifluoromethyl)butanoyl-hydrazine FC(C(C(=O)NN)CC)(F)F